CC1=C(C2=C(N=N1)SC1=C2N=CN=C1NCC1=C(C=C(C=C1)C(CO)(C)C)F)C 2-[4-[[(3,4-dimethylpyrimido[4',5':4,5]thieno[2,3-c]pyridazin-8-yl)amino]methyl]-3-fluoro-phenyl]-2-methyl-propan-1-ol